tripropoxybenzoic acid propyl ester C(CC)OC(C1=C(C(=C(C=C1)OCCC)OCCC)OCCC)=O